C(C)(=O)[O-].C(CC)C=1C=[NH+]C=CC1 3-propylpyridinium acetate